ClC1=C(C=C(C=C1)C=1C(=NC(=NC1)NC(OC(C)(C)C)=O)C1=CC=C(C=C1)C(F)(F)F)OCC(C)(C)C tert-butyl (5-(4-chloro-3-(neopentyloxy)phenyl)-4-(4-(trifluoromethyl)phenyl)pyrimidin-2-yl)carbamate